1-tert-butoxycarbonyl-2-methyl-pyrrolidine-2-carboxylic acid C(C)(C)(C)OC(=O)N1C(CCC1)(C(=O)O)C